tert-butyl (5-((2-methoxyethyl)amino)-1-(4-(trifluoromethyl)phenyl)-1,2,3,4-tetrahydroquinolin-3-yl)carbamate COCCNC1=C2CC(CN(C2=CC=C1)C1=CC=C(C=C1)C(F)(F)F)NC(OC(C)(C)C)=O